FC1=C(C(=CC=C1[N+](=O)[O-])F)CC(=O)O 2-(2,6-difluoro-3-nitrophenyl)acetic acid